CN1C(N(CC=2C1=NC(=NC2)NC2=CC=C(C=C2)N2CCN(CC2)C)C2CCNC1=C(C=CC=C21)C#N)=O 4-[1-methyl-7-[4-(4-methylpiperazin-1-yl)anilino]-2-oxo-4H-pyrimido[4,5-d]pyrimidin-3-yl]-1,2,3,4-tetrahydroquinoline-8-carbonitrile